BrC1=C(C=C(C=C1)C(=O)O)C(=O)O 2-Bromobenzene-1,5-dicarboxylic acid